5-(2-bromo-4-fluorophenyl)-2-methyl-3,4-dihydro-2H-pyrrole BrC1=C(C=CC(=C1)F)C=1CCC(N1)C